3-bromo-5-(furan-2-yl)pyridine BrC=1C=NC=C(C1)C=1OC=CC1